C1(=CC=CC=C1)S(=O)(=O)O.C(C1=CC(C(=O)O)=CC=C1)(=O)O isophthalic acid benzenesulfonate